N1N=CC(=C1)C=1C=CC=NC1 5-(1H-pyrazol-4-yl)pyridin